C[C@@H]1CN(C[C@@H](N1)C)C1=NN2C(C(=N1)N)=NC=C2C(F)(F)F |r| 2-[rac-(3R,5S)-3,5-dimethylpiperazin-1-yl]-7-(trifluoromethyl)imidazo[2,1-f][1,2,4]triazin-4-amine